1-(bis-biphenyl-4-yl-amino)-9,9-diphenyl-9H-fluoren-4-ol C1(=CC=C(C=C1)N(C1=CC=C(C=2C3=CC=CC=C3C(C12)(C1=CC=CC=C1)C1=CC=CC=C1)O)C1=CC=C(C=C1)C1=CC=CC=C1)C1=CC=CC=C1